ClC1=CC=C(C=C1)N1N=C2C(=CC=CC2=C1)C(=O)N 2-(4-chlorophenyl)-2H-indazole-7-carboxamide